6-chloro-4-[4-fluoro-2-(4-methyl-4H-1,2,4-triazol-3-yl)phenyl]pyridine-2-carbaldehyde ClC1=CC(=CC(=N1)C=O)C1=C(C=C(C=C1)F)C1=NN=CN1C